CC1C(NC(CSCC(NCC(NCC(NC(C(NCC(NCC(NCC(NCC(N(CC(NCC(NCC(N1)=O)=O)=O)C)=O)=O)=O)=O)=O)CC1=CC=CC2=CC=CC=C12)=O)=O)=O)C(=O)N)=O 6,16-dimethyl-30-(1-naphthylmethyl)-5,8,11,14,17,20,23,26,29,32,35,38-dodecaoxo-1-thia-4,7,10,13,16,19,22,25,28,31,34,37-dodecazacyclononatriacontane-3-carboxamide